OC1CN(CC(C1)C=1C(=NC(=CC1)C=1N=NN(C1COC1OCCCC1)C)C)C(=O)OC(C)(C)C tert-butyl 3-hydroxy-5-(2-methyl-6-{1-methyl-5-[(oxan-2-yloxy)methyl]-1H-1,2,3-triazol-4-yl}pyridin-3-yl)piperidine-1-carboxylate